FC1=CC=C(C=C1)S(=O)C1=CCCC2=CC(=CC=C12)I 4-((4-fluorophenyl)sulfinyl)-7-iodo-1,2-dihydronaphthalene